3-bromo-5,5-dimethyl-4,5-dihydro-isoxazole BrC1=NOC(C1)(C)C